BrC=1C=C(C=CC1)C(C(=O)OCC[Si](C)(C)C)(CCCC=C)C 2-(trimethylsilyl)ethyl 2-(3-bromophenyl)-2-methylhept-6-enoate